C(C)C=1C=C(C2=C(OCCO2)C1CC)N1CCNCC1 7,8-Diethyl-5-(piperazin-1-yl)-2,3-dihydro-1,4-benzodioxine